PC(CC(=O)O)(CCC(=O)O)C(=O)O 2-phosphinobutane-1,2,4-tricarboxylic acid